p-fluorobenzene boron [B].FC1=CC=CC=C1